C(C1=CC=CC=C1)OC(=O)N[C@@H](CC1=CC=CC=C1)C(=O)O (E)-N-benzyloxycarbonyl-L-phenylalanine